BrC=1C(=C2C(=NC1)NC(=N2)C2=CC=C(C=C2)N2CCN(CC2)CC=2C=NC=CC2)N[C@@H]2CN(CC2)C 6-Bromo-N-[(3S)-1-methylpyrrolidin-3-yl]-2-{4-[4-(pyridin-3-ylmethyl)piperazin-1-yl]phenyl}-3H-imidazo[4,5-b]pyridin-7-amine